(S)-3-((S)-sec-butyl)-4-((S)-3-hydroxypyrrolidine-1-carbonyl)-1,3,4,5-tetrahydro-2H-benzo[e][1,4]diazepin-2-one [C@H](C)(CC)[C@@H]1N(CC2=C(NC1=O)C=CC=C2)C(=O)N2C[C@H](CC2)O